CC1=CC2=C(NC(=N2)C2=CC(=CN2)C(=O)C2=C(C=CC=C2)C(F)(F)F)C=C1N1CCOCC1 (5-(5-methyl-6-morpholino-1H-benzo[d]imidazol-2-yl)-1H-pyrrol-3-yl)(2-(trifluoromethyl)phenyl)methanone